2-hydroxy-5,6,7,8-tetrahydronaphthalen OC1=CC=2CCCCC2C=C1